4-chloro-6-(1-methylpyrazol-4-yl)pyrazolo[1,5-a]pyrazin ClC=1C=2N(C=C(N1)C=1C=NN(C1)C)N=CC2